4-[4-[3-[3-(difluoromethoxy)-4-(ethylcarbamoyl)-5-methoxy-phenyl]imidazo[1,2-a]pyridin-7-yl]pyrazol-1-yl]piperidine-1-carboxylic acid tert-butyl ester C(C)(C)(C)OC(=O)N1CCC(CC1)N1N=CC(=C1)C1=CC=2N(C=C1)C(=CN2)C2=CC(=C(C(=C2)OC)C(NCC)=O)OC(F)F